N[C@@H]1COC2(C1)CCN(CC2)C(=O)OCC2=CC=CC=C2 (S)-benzyl 3-amino-1-oxa-8-azaspiro[4.5]decane-8-carboxylate